BrC=1C=C(C(=NC1)CO[Si](C)(C)C(C)(C)C)Cl 5-bromo-2-(((tertbutyldimethylsilyl)oxy)methyl)-3-chloropyridine